C(CCCCCS(=O)(=O)C(CC(=O)C1C(C=CCC1(C)CC)C)C)S(=O)(=O)C(CC(=O)C1C(C=CCC1(CC)C)C)C 3,3'-(hexane-1,6-diyldisulfonyl)bis(1-(6-ethyl-2,6-dimethylcyclohex-3-en-1-yl)butan-1-one)